CC1(OB(OC1(C)C)C=1C=CC=2N(C1)CCN2)C 6-(4,4,5,5-tetramethyl-1,3,2-dioxaborolan-2-yl)-2,3-dihydroimidazo[1,2-a]pyridine